N-[3-fluoro-4-({6-methoxy-7-[3-(4-methylpiperidin-1-yl)propoxy]quinolin-4-yl}oxy)phenyl]-5-(4-fluorophenyl)-6-oxo-2,3,5,6-tetrahydrofuro[3,2-c]pyridine-7-carboxamide FC=1C=C(C=CC1OC1=CC=NC2=CC(=C(C=C12)OC)OCCCN1CCC(CC1)C)NC(=O)C1=C2C(=CN(C1=O)C1=CC=C(C=C1)F)CCO2